(-)-(S)-2,2-dimethyl-1,3-dioxolane-4-carboxylic acid methyl ester COC(=O)[C@H]1OC(OC1)(C)C